trisFluoro(2-fluoro-6-hydroxyphenyl)boronic acid potassium salt [K+].FC=1C(=C(C(=C(C1O)B([O-])[O-])F)F)F.[K+]